tert-butyl (3-(5-(chloromethyl)-1H-1,2,3-triazol-1-yl)propyl)carbamate ClCC1=CN=NN1CCCNC(OC(C)(C)C)=O